OC[C@H]1COCCN1C([C@@H](C)OC1=CC=C2C(=CNC(C2=C1)=O)C1=C(C=CC=C1)C)=O 7-(((R)-1-((S)-3-(hydroxymethyl)morpholino)-1-oxopropan-2-yl)oxy)-4-(o-tolyl)isoquinolin-1(2H)-one